N1(N=CC=C1)C1CCN(CC1)C(=O)C1=NC2=CC=C(C=C2C(=C1)C(=O)N1CCCCC1)OCC1=C(C=C(C#N)C=C1)F 4-(((2-(4-(1H-pyrazol-1-yl)-piperidine-1-carbonyl)-4-(piperidine-1-carbonyl)-quinolin-6-yl)oxy)methyl)-3-fluorobenzonitrile